4-carbamoylthiazolidine-3-carboxylate C(N)(=O)C1N(CSC1)C(=O)[O-]